3-(3-chloro-2-methoxyanilino)-2-(3-{(1S)-1-[(2R)-1,4-dioxan-2-yl]ethoxy}pyridin-4-yl)-1,5,6,7-tetrahydro-4H-pyrrolo[3,2-c]pyridin-4-one ClC=1C(=C(NC2=C(NC3=C2C(NCC3)=O)C3=C(C=NC=C3)O[C@@H](C)[C@@H]3OCCOC3)C=CC1)OC